(R)-4-(tert-butyl)-4-hydroxy-8-(1-methyl-1H-pyrazol-5-yl)-1,3,4,5-tetrahydro-6H-pyrano[4,3-b]thieno[3,2-d]pyridin-6-one C(C)(C)(C)[C@@]1(COCC2=C1NC(C1=C2C=C(S1)C1=CC=NN1C)=O)O